FC=1C=C(C=C(C1)C)N1N=C(C(=C1)[C@H]1O[C@@H](C(N1CCC1=CC=C2CC(NC2=C1)=O)=O)C)C1=CNC=C1 (2R,5R)-2-(1-(3-fluoro-5-methylphenyl)-3-(1H-pyrrol-3-yl)-1H-pyrazole-4-yl)-5-methyl-3-(2-(2-oxoindolin-6-yl)ethyl)oxazolidin-4-one